(1aR,5aR)-2-(2,4-Difluoro-phenyl)-1a,2,5,5a-tetrahydro-1H-2,3-diaza-cyclopropa[a]pentalene-4-carboxylic acid [2-(2-chloro-phenyl)-ethyl]-amide ClC1=C(C=CC=C1)CCNC(=O)C=1C=2C[C@@H]3[C@H](C2N(N1)C1=C(C=C(C=C1)F)F)C3